C(C)(C)(C)OC(NC12COC(CC1)(CC2)C(=O)NNC(=O)[C@@H]2C[C@@H](C2)OC(F)(F)F)=O (1-(2-(cis-3-(trifluoromethoxy)cyclobutanecarbonyl)hydrazinecarbonyl)-2-oxabicyclo[2.2.2]oct-4-yl)carbamic acid tert-butyl ester